BrC1=C2C(=NC(=C1)Cl)C(=NN2COCC[Si](C)(C)C)[N+](=O)[O-] 7-bromo-5-chloro-3-nitro-1-((2-(trimethylsilyl)ethoxy)methyl)-1H-pyrazolo[4,3-b]pyridine